3-fluorophenyl-piperazine-1-carboxylate FC=1C=C(C=CC1)OC(=O)N1CCNCC1